FC(C=1C(=CC=C2C(C([C@](C12)(O)[2H])(F)F)(F)F)OC=1C=NC=C(C1)F)F (S)-7-(difluoromethyl)-2,2,3,3-tetrafluoro-6-((5-fluoropyridin-3-yl)oxy)-2,3-dihydro-1H-inden-1-d-1-ol